tert-butyl (1R,5S,8s)-8-{[1-(propan-2-yl)-5-[4-(trifluoromethoxy)phenoxy]-1H-1,2,4-triazol-3-yl]amino}-3-azabicyclo[3.2.1]octane-3-carboxylate CC(C)N1N=C(N=C1OC1=CC=C(C=C1)OC(F)(F)F)NC1[C@H]2CN(C[C@@H]1CC2)C(=O)OC(C)(C)C